OCOC(=O)C1NC(C2C1(OC(C2)OC)C)=O (hydroxymethyl)-2-methoxy-6a-methyl-4-oxohexahydro-2H-furo[2,3-c]pyrrole-6-carboxylate